NC(C(=O)O)(C)C1=CC(=C(C=C1)F)Cl 2-amino-2-(3-chloro-4-fluorophenyl)propionic acid